2-(dimethylphosphoryl)-1-((1R,5S)-3-(8-fluoro-7-(3-hydroxynaphthalen-1-yl)-2-((tetrahydro-1H-pyrrolizin-7a(5H)-yl)methoxy)quinazolin-4-yl)-3,8-diazabicyclo[3.2.1]octan-8-yl)ethan-1-one CP(=O)(C)CC(=O)N1[C@H]2CN(C[C@@H]1CC2)C2=NC(=NC1=C(C(=CC=C21)C2=CC(=CC1=CC=CC=C21)O)F)OCC21CCCN1CCC2